OC(C(=O)C1=CC=C(CC2=CC=C(C=C2)CC(C)C)C=C1)(C)C 4-(4-(2-hydroxy-2-methylpropionyl)benzyl)phenyl-2-methylpropane